N-(3-aminopropyl)-5-azidopentanamide trifluoroacetate salt FC(C(=O)O)(F)F.NCCCNC(CCCCN=[N+]=[N-])=O